tert-butyl 4-(3-((5-cyano-4-(4-fluorophenyl)thiazol-2-yl)(methyl)amino)-2-ethyl-6-fluoropyrazolo[1,5-a]pyridin-5-yl)piperazine-1-carboxylate C(#N)C1=C(N=C(S1)N(C=1C(=NN2C1C=C(C(=C2)F)N2CCN(CC2)C(=O)OC(C)(C)C)CC)C)C2=CC=C(C=C2)F